5-acrylamido-2-azabicyclo[2.2.1]heptane-2-carboxylic acid tert-butyl ester C(C)(C)(C)OC(=O)N1C2CC(C(C1)C2)NC(C=C)=O